C(C)(C)(C)CC(C(=O)O[O-])(C)C tert-Butyl-peroxypivalat